1-methyl-4-(2-nitrovinyl)benzene CC1=CC=C(C=C1)C=C[N+](=O)[O-]